(S)-1-(2-chloro-6-fluorobenzyl)-N-(2,6-difluoro-4-methoxybenzyl)-3,4-dimethyl-2-oxo-1,2,3,4-tetrahydroquinazoline-7-carboxamide ClC1=C(CN2C(N([C@H](C3=CC=C(C=C23)C(=O)NCC2=C(C=C(C=C2F)OC)F)C)C)=O)C(=CC=C1)F